N1C(CCCC1)C=1N=C2N(C1)CCC2 2-(hexahydropyridin-2-yl)-6,7-dihydro-5H-pyrrolo[1,2-a]imidazole